3-(((1S,2S)-2-((tert-butyldimethylsilyl)oxy)cyclohexyl)amino)-5-chlorobenzonitrile [Si](C)(C)(C(C)(C)C)O[C@@H]1[C@H](CCCC1)NC=1C=C(C#N)C=C(C1)Cl